2-(3,5-Difluoro-phenyl)-N-(2-diisopropylamino-4-oxo-4H-quinazolin-3-yl)-acetamide FC=1C=C(C=C(C1)F)CC(=O)NN1C(=NC2=CC=CC=C2C1=O)N(C(C)C)C(C)C